The molecule is a quassinoid that is picras-2-ene substituted by hydroxy groups at positions 11, 13 and 16, methoxy groups at positions 2 and 12 and an oxo group at position 1 (the 11alpha,12beta stereoisomer). It has a role as an antifeedant. It is a quassinoid, a lactol and an organic heterotetracyclic compound. It derives from a hydride of a picrasane. C[C@@H]1C=C(C(=O)[C@]2([C@H]1C[C@@H]3[C@@]4([C@@H]2[C@@H]([C@H]([C@@]([C@@H]4CC(O3)O)(C)O)OC)O)C)C)OC